ethyl 3-((diphenylmethylene) amino)-3-(4-fluorophenyl)-3-phenylpropionate C1(=CC=CC=C1)C(C1=CC=CC=C1)=NC(CC(=O)OCC)(C1=CC=CC=C1)C1=CC=C(C=C1)F